6-(2,2-difluoroethoxy)pyridazin-3-amine FC(COC1=CC=C(N=N1)N)F